NC=1C(=C(C=C2C=C(N=CC12)NC(O[C@@H]1CC2(CC1)CCN(CC2)C2COC2)=O)C2=C(C1=C(OCCN1)N=C2)C)F (S)-8-(Oxetan-3-yl)-8-azaspiro[4.5]decan-2-yl (8-amino-7-fluoro-6-(8-methyl-2,3-dihydro-1H-pyrido[2,3-b][1,4]oxazin-7-yl)isoquinolin-3-yl)carbamate